(S)-2-(4-(4-(difluoromethyl)pyrazolo[1,5-a]pyridin-2-yl)-1,4,6,7-tetrahydro-5H-imidazo[4,5-c]pyridin-5-yl)-5-(2,6-difluorophenyl)-1,3,4-oxadiazole FC(C=1C=2N(C=CC1)N=C(C2)[C@H]2N(CCC1=C2N=CN1)C=1OC(=NN1)C1=C(C=CC=C1F)F)F